Bis(p-tert-butoxyphenyl)phenylsulfonium C(C)(C)(C)OC1=CC=C(C=C1)[S+](C1=CC=CC=C1)C1=CC=C(C=C1)OC(C)(C)C